(R/S)-2-(4-bromo-1-(tetrahydrofuran-3-yl)-1H-pyrazol-3-yl)-5-fluoropyridine BrC=1C(=NN(C1)[C@H]1COCC1)C1=NC=C(C=C1)F |r|